octadecyl-2,2-dimethyl-3,4-epoxycyclohexylcarboxylate C(CCCCCCCCCCCCCCCCC)C1(C(C2C(CC1)O2)(C)C)C(=O)[O-]